6-(6-(4-(1-acryloyl-3-fluoroazetidine-3-carbonyl)piperazin-1-yl)pyridin-3-yl)-4-methoxypyrazolo[1,5-a]pyridine-3-carbonitrile C(C=C)(=O)N1CC(C1)(C(=O)N1CCN(CC1)C1=CC=C(C=N1)C=1C=C(C=2N(C1)N=CC2C#N)OC)F